(1-(3-(3-(2,4-difluorophenyl)ureido)-4-(diisobutylamino)phenyl)ethoxy)acetic acid FC1=C(C=CC(=C1)F)NC(NC=1C=C(C=CC1N(CC(C)C)CC(C)C)C(C)OCC(=O)O)=O